C1(=CC=CC=C1)[C@H]1N(OCC1)C1=NC(=NC=C1C(F)(F)F)NC1=NC=2CCN(CC2C=C1)C(=O)OC(C)(C)C tert-butyl (S)-2-((4-(3-phenylisoxazolidin-2-yl)-5-(trifluoromethyl)pyrimidin-2-yl)amino)-7,8-dihydro-1,6-naphthyridine-6(5H)-carboxylate